C(C)(C)C1=C(NC2=CC=C(C=C12)C1CN(C1)CCC)C=1C(=C(C(N(C1)C)=O)C)C 5-(3-Isopropyl-5-(1-propylazetidin-3-yl)-1H-indol-2-yl)-1,3,4-trimethylpyridin-2(1H)-on